FC(S(=O)(=O)OC1=C(C(=O)[O-])C=CC=C1)(F)F 2-(((trifluoromethyl) sulfonyl)oxy)benzoate